C(C)N1N=C(C=C1C1=NNC(=N1)C1=C2C=NN(C2=CC(=C1)C(=O)N)CCN1[C@@H](COCC1)CO)C 4-[3-(1-ethyl-3-methyl-1H-pyrazol-5-yl)-1H-1,2,4-triazol-5-yl]-1-{2-[(3R)-3-(hydroxymethyl)morpholin-4-yl]ethyl}-1H-indazole-6-carboxamide